NC1=CC(N(C=2C1=NCC(N2)(C(=O)OC)C2CC2)C2=CC=C(C=C2)C(C)O)=O methyl 8-amino-3-cyclopropyl-5-(4-(1-hydroxyethyl)phenyl)-6-oxo-pyrido[3,2-b]pyrazine-3-carboxylate